3-fluoro-4-((5-((1s,3s)-3-((5-(1-methylpyrrolidin-2-yl)-2-oxopyridin-1(2H)-yl)methyl)cyclobutyl)pyrimidin-2-yl)amino)benzenesulfonamide HCl salt Cl.FC=1C=C(C=CC1NC1=NC=C(C=N1)C1CC(C1)CN1C(C=CC(=C1)C1N(CCC1)C)=O)S(=O)(=O)N